FC1=C(C=C(C=C1)F)[C@@H]1N(CCC1)C1=NC=2N(C=C1)N=CC2NC(=O)N[C@H]2[C@@H](C2)O 1-(5-((R)-2-(2,5-difluorophenyl)pyrrolidin-1-yl)pyrazolo[1,5-a]pyrimidin-3-yl)-3-((1R,2R)-2-hydroxycyclopropyl)urea